CC=1NC=2N=C(N3N=C(N=C3C2C1)C(F)(F)F)C=1OC(=CC1)C 11-methyl-7-(5-methylfuran-2-yl)-4-(trifluoromethyl)-3,5,6,8,10-pentazatricyclo[7.3.0.02,6]dodeca-1(9),2,4,7,11-pentaene